ClC=1C=C(C=C(C1)Cl)C1(CC(=NN1)C1=NN=C(O1)SCC(=O)NC1=C(C=CC=C1)C(F)(F)F)C(F)(F)F 2-((5-(5-(3,5-dichlorophenyl)-5-(trifluoromethyl)-4,5-dihydro-1H-pyrazol-3-yl)-1,3,4-oxadiazol-2-yl)thio)-N-(2-(trifluoromethyl)phenyl)acetamide